CC12CC3(CC(CC(C1)(C3)C)C2)NS(=O)(=O)C2=C(C=C(C=C2)F)C N-(3,5-dimethyltricyclo[3.3.1.13,7]dec-1-yl)-4-fluoro-2-methylbenzenesulfonamide